C(C)(C)(C)N(C(O)=O)[C@@H](C1CCC(CC1)(F)F)C=1OC2=C(N1)C(=C(C=C2)C(N2C(N[C@@H](C2)C(F)(F)F)=O)C2CC2)F.N2=C(C=CC=C2)C(=C(C2=NC=CC=C2)C2=NC=CC=C2)[SiH3] tri(2-pyridyl)vinylsilane Tert-butyl-((1S)-(5-(cyclopropyl((S)-2-oxo-4-(trifluoromethyl)imidazolidin-1-yl)methyl)-4-fluorobenzo[d]oxazol-2-yl)(4,4-difluorocyclohexyl)methyl)carbamate